P(=O)(OC[N+]1=C(C(=CC=C1)C1=CC(=NO1)CC=1C=NC(=CC1)OCC=1OC=CC1)N)(O)[O-] (2-amino-3-(3-((6-(furan-2-ylmethoxy)pyridin-3-yl)methyl)isoxazol-5-yl)pyridin-1-ium-1-yl)methyl hydrogen phosphate